FC1=CC=C(C(=O)OCOC(N(CC=2SC(=NN2)C)C2=NC(=NC(=C2)OC[C@@H]2[C@H](C2)C2=NC=C(C=C2)C)C)=O)C=C1 ({(2-Methyl-6-{[(1S,2S)-2-(5-methylpyridin-2-yl)cyclopropyl]methoxy}pyrimidin-4-yl)[(5-methyl-1,3,4-thiadiazol-2-yl)methyl]carbamoyl}oxy)methyl 4-fluorobenzoate